BrC=1C=C2C(=NN(C2=CC1)C1CCC1)COC1=C(C=CC=C1)CC(=O)OCC ethyl 2-(2-((5-bromo-1-cyclobutyl-1H-indazol-3-yl)methoxy)phenyl)acetate